8-(1-aminoethyl)-3-isopropyl-6-methyl-2-morpholinoquinazolin-4(3H)-one NC(C)C=1C=C(C=C2C(N(C(=NC12)N1CCOCC1)C(C)C)=O)C